(trans)-4-(7-benzyl-4-imino-5,6-diphenyl-4,7-dihydro-3H-pyrrolo[2,3-d]pyrimidin-3-yl)cyclohexyl 4-((2-(2,6-dioxopiperidin-3-yl)-1,3-dioxoisoindolin-4-yl)amino)butanoate O=C1NC(CCC1N1C(C2=CC=CC(=C2C1=O)NCCCC(=O)O[C@@H]1CC[C@H](CC1)N1C=NC2=C(C1=N)C(=C(N2CC2=CC=CC=C2)C2=CC=CC=C2)C2=CC=CC=C2)=O)=O